2-azidonaphthalene Ethyl-2-[(4-amino-2-tert-butylpyridin-3-yl)oxy]acetate C(C)OC(COC=1C(=NC=CC1N)C(C)(C)C)=O.N(=[N+]=[N-])C1=CC2=CC=CC=C2C=C1